3-hexyne-2,5-dithiol CC(C#CC(C)S)S